O=C1CC2(CN3C=C(C=C13)CC(=O)O)CC2 2-(8'-oxo-7',8'-dihydro-5'H-spiro[cyclopropane-1,6'-indolizine]-2'-yl)acetic acid